ClC1=C(C(=O)C=2C(=NN(C2OS(=O)(=O)C2=CC=C(C=C2)[N+](=O)[O-])C)C)C=CC(=C1)Cl 4-(2,4-Dichlorobenzoyl)1,3-dimethyl-1H-pyrazol-5-yl-4-nitrobenzenesulfonate